rac-4-{2-[(3aR,5S,6aS)-5-benzyl-octahydrocyclopenta[c]pyrrol-2-yl]-1-hydroxyethyl}phenol C(C1=CC=CC=C1)C1C[C@@H]2[C@@H](CN(C2)CC(O)C2=CC=C(C=C2)O)C1